C(C)C1(COC1)CO 3-ethyl-(3-oxetanyl-methanol)